N-((cis)-3-(5-Chloro-2-cyanophenyl)cyclobutyl)-1-((R)-1-(3-methyl-4-oxo-3,4-dihydroquinazolin-6-yl)ethyl)-1H-1,2,3-triazole-4-carboxamide ClC=1C=CC(=C(C1)[C@H]1C[C@H](C1)NC(=O)C=1N=NN(C1)[C@H](C)C=1C=C2C(N(C=NC2=CC1)C)=O)C#N